(S)-(2-(tert-butyl)oxazol-5-yl)(4-(5-fluorobenzo[d]oxazol-2-yl)-6,7-dihydro-1H-imidazo[4,5-c]pyridin-5(4H)-yl)methanone C(C)(C)(C)C=1OC(=CN1)C(=O)N1[C@@H](C2=C(CC1)NC=N2)C=2OC1=C(N2)C=C(C=C1)F